[N+](=O)([O-])C1=CC=C(OP(=O)(OC2=CC=CC=C2)N[C@@H](C)C(=O)OCC2CCC(CC2)C(F)(F)F)C=C1 ((1r,4S)-4-(trifluoromethyl)cyclohexyl)methyl ((4-nitrophenoxy)(phenoxy)phosphoryl)-L-alaninate